BrC1=CC=2[C@@](C3=CC=CC=C3C2C=C1)(C(=O)N1[C@H]2CC([C@@H]([C@H]1C(=O)N[C@H](C[C@@H]1C(NCCC1)=O)C#N)CC2)(F)F)O (1R,3S,4R)-2-((S)-2-bromo-9-hydroxy-9H-fluorene-9-carbonyl)-N-((R)-1-cyano-2-((R)-2-oxopiperidin-3-yl)ethyl)-5,5-difluoro-2-azabicyclo[2.2.2]octane-3-carboxamide